(2S,4R)-2-formylamino-4-((2,5-dichlorophenyl)sulfonylamino)pyrrolidine-1-carboxylic acid tert-butyl ester C(C)(C)(C)OC(=O)N1[C@@H](C[C@H](C1)NS(=O)(=O)C1=C(C=CC(=C1)Cl)Cl)NC=O